C(C)OC(\C(\[N+](=O)[O-])=C/1\CC2(CCCC2)CN1)=O (2E)-2-(8-azaspiro[4.4]non-7-ylidene)-2-nitro-acetic acid ethyl ester